OCC[C@@H]1[C@H](COC1)NC(OC(C)(C)C)=O |r| (rac)-tert-butyl ((3R,4R)-4-(2-hydroxyethyl)tetrahydrofuran-3-yl)carbamate